[Sn+4].C(C)(=O)[O-].C(C)(=O)[O-].C(C)(=O)[O-].C(C)(=O)[O-] acetate tin